1-(3-(5-amino-3-(4-((3-(trifluoromethyl)pyridin-2-yl)oxy)phenyl)imidazo[1,5-c]pyrimidin-1-yl)pyrrolidin-1-yl)but-2-yn-1-one NC1=NC=CC=2N1C(=NC2C2CN(CC2)C(C#CC)=O)C2=CC=C(C=C2)OC2=NC=CC=C2C(F)(F)F